O=C(C(=O)[O-])CCO 2-Keto-4-Hydroxybutyrat